ClC=1C=CC(=C(C1)C1=CC(=CN=N1)NC1=C2C(=NC=C1)N(C=C2C(=O)NCCN2CCN(CC2)C)COCC[Si](C)(C)C)F 4-{[6-(5-chloro-2-fluorophenyl)pyridazin-4-yl]amino}-N-[2-(4-methylpiperazin-1-yl)ethyl]-1-{[2-(trimethylsilyl)ethoxy]methyl}-1H-pyrrolo[2,3-b]pyridine-3-carboxamide